O=C1NC(CCC1N1C(C2=CC=CC(=C2C1=O)NCCNC(OC(C)(C)C)=O)=O)=O tert-butyl N-(2-{[2-(2,6-dioxopiperidin-3-yl)-1,3-dioxo-2,3-dihydro-1H-isoindol-4-yl]amino}ethyl)carbamate